6-(4-(4-(quinoxalin-2-yl)-1H-pyrazol-1-yl)piperidin-1-yl)hexan-1-amine N1=C(C=NC2=CC=CC=C12)C=1C=NN(C1)C1CCN(CC1)CCCCCCN